3-(5-(4-(2-(benzyloxy)ethyl)piperidin-1-yl)-1-oxoisoindolin-2-yl)piperidine-2,6-dione C(C1=CC=CC=C1)OCCC1CCN(CC1)C=1C=C2CN(C(C2=CC1)=O)C1C(NC(CC1)=O)=O